C(C=C)OCCC(C(C(CCOCC=C)C)=O)C 1,5-bis((allyloxy)methyl)-2,4-dimethylpentane-3-one